C(CCC)N(C=O)CCO N-butyl-N-(2-hydroxyethyl)carboxamide